tert-butyl 4-((S)-4-(((S)-1-(((S,E)-6-ethoxy-2,5-dimethyl-6-oxohex-4-en-3-yl)(methyl)amino)-3,3-dimethyl-1-oxobutan-2-yl)amino)-2-methyl-3-(methylamino)-4-oxobutan-2-yl)benzoate C(C)OC(/C(=C/[C@H](C(C)C)N(C([C@H](C(C)(C)C)NC([C@H](C(C)(C)C1=CC=C(C(=O)OC(C)(C)C)C=C1)NC)=O)=O)C)/C)=O